CNC(C1=C(C=CC=C1)SC1=CC=C2C(=NN(C2=C1)C(CCCCCCCCCCC)=O)\C=C\C1=NC=CC=C1)=O N-methyl-2-((1-oxododecyl-3-((1E)-2-(2-pyridinyl)ethenyl)-1H-indazol-6-yl)thio)benzamide